2'-Amino-5'H,7'H-spiro[cyclopropane-1,8'-pyrano[4,3-b]pyridin] NC1=CC=C2C(=N1)C1(COC2)CC1